N-[(2R)-1-Hydroxybutan-2-yl]-4-(1-methyl-1H-pyrazol-3-yl)-5-[4-(trifluoromethyl)phenoxy]pyrimidine-2-carboxamide OC[C@@H](CC)NC(=O)C1=NC=C(C(=N1)C1=NN(C=C1)C)OC1=CC=C(C=C1)C(F)(F)F